C1(CC1)NS(=O)(=O)C1=CC(=C(C=C1)C1=CSC=C1)[N+](=O)[O-] N-cyclopropyl-3-nitro-4-(thiophen-3-yl)benzenesulfonamide